(2R)-1-[(3,7-dimethyloctyl)oxy]-N,N-dimethyl-3-((9Z,12Z)-octadeca-9,12-dien-1-yloxy)propan-2-amine CC(CCOC[C@@H](COCCCCCCCC\C=C/C\C=C/CCCCC)N(C)C)CCCC(C)C